3,4-bis(ethoxycarbonyl)dopamine C(C)OC(=O)C1(C=C(CCN)C=CC1(O)C(=O)OCC)O